C(C1=CC=CC=C1)(=O)OC(C)CCC=NC1=CC=C(C=C1)C(C)CC [4-(2-butyl) phenylimino-2-pentyl] benzoate